ClC=1C=C(C=CC1Cl)C=1N=C(SC1CCC(C)C)NC1=C(C(=O)O)C=C(C=N1)C=1C(NC=CC1)=O 2-(4-(3,4-dichlorophenyl)-5-isopentylthiazol-2-ylamino)-5-(2-oxo-1,2-dihydropyridin-3-yl)nicotinic acid